C1=CC(=C(C(=C1)O)N=NC2=C(C=CC=C2O)O)O AzoResorcinol